ClC=1C=NC(=C(C(=O)NC2CCC(CC2)CN2C(N(C3=C2C=CC=C3)C3=CC(=NC=C3)N3C(NCC3)=O)=O)C1)C(F)F 5-chloro-2-(difluoromethyl)-N-((1r,4r)-4-((2-oxo-3-(2-(2-oxoimidazolidin-1-yl)pyridin-4-yl)-2,3-dihydro-1H-benzo[d]imidazol-1-yl)methyl)cyclohexyl)nicotinamide